ClC1=C(CCN2C[C@@H](CC[C@@H]2C)C(=O)O)C=CC(=C1)F (3R,6S)-1-(2-chloro-4-fluorophenethyl)-6-methylpiperidine-3-carboxylic acid